BrC1=C(C=C(C=C1)C1(CC1)C#N)CBr 1-[4-bromo-3-(bromomethyl)phenyl]cyclopropane-1-carbonitrile